ClC=1C=C(C(=NC1)N1CC(N(C2(CC(C2)C(=O)OC(C)(C)C)C1=O)CC1=CC=C(C=C1)C(F)F)=O)F tert-butyl 8-(5-chloro-3-fluoropyridin-2-yl)-5-(4-(difluoromethyl) benzyl)-6,9-dioxo-5,8-diazaspiro[3.5]nonane-2-carboxylate